methyl 4-((1'-methyl-5-nitro-2'-oxo-1',2'-dihydro-[2,3'-bipyridin]-6-yl)amino)benzoate CN1C(C(=CC=C1)C1=NC(=C(C=C1)[N+](=O)[O-])NC1=CC=C(C(=O)OC)C=C1)=O